ClC1=C(C(=CC(=C1)C(F)(F)F)[N+](=O)[O-])F 1-chloro-2-fluoro-3-nitro-5-(trifluoromethyl)benzene